3-(3-phenylpropyl)-5-[(2S)-1-cyclohexylsulfonylpyrrolidin-2-yl]-1,2,4-oxadiazole C1(=CC=CC=C1)CCCC1=NOC(=N1)[C@H]1N(CCC1)S(=O)(=O)C1CCCCC1